1-methyl-ethane-1-ol CC(C)O